FC1=NN(C=C1[N+](=O)[O-])C(C(=O)OC)CC methyl 2-(3-fluoro-4-nitro-pyrazol-1-yl)butanoate